gallium-indium-tin oxide [Sn]=O.[In].[Ga]